N-[6-[(2,3-dihydro-1H-inden-2-yl)amino]-2-(2-pyridinyl)-4-pyrimidinyl]-β-alanine C1C(CC2=CC=CC=C12)NC1=CC(=NC(=N1)C1=NC=CC=C1)NCCC(=O)O